benzyl 3-({5-[(1R,4R,7R)-7-amino-2-azabicyclo[2.2.1]heptane-2-carbonyl]-2-(5-chloro-1-benzothiophen-3-yl)-7-methoxy-1H-1,3-benzodiazol-1-yl}methyl)azetidine-1-carboxylate N[C@H]1[C@@H]2N(C[C@H]1CC2)C(=O)C2=CC1=C(N(C(=N1)C1=CSC3=C1C=C(C=C3)Cl)CC3CN(C3)C(=O)OCC3=CC=CC=C3)C(=C2)OC